difluoro-2-(4-fluoro-2-methylphenyl)acetamide FC(C(=O)N)(C1=C(C=C(C=C1)F)C)F